bis(4-(vinylthio)phenyl)sulfane C(=C)SC1=CC=C(C=C1)SC1=CC=C(C=C1)SC=C